ClC=1C=C2C=C(NC2=CC1OCC=1N=CSC1)CNC(=O)C1(CC1)C(F)F N-((5-chloro-6-(thiazol-4-ylmethoxy)-1H-indol-2-yl)methyl)-1-(difluoromethyl)cyclopropane-1-carboxamide